(6-isopropyl-4,5,6,7-tetrahydrobenzo[d]thiazol-2-yl)methyl (4-nitrophenyl) carbonate C(OCC=1SC2=C(N1)CCC(C2)C(C)C)(OC2=CC=C(C=C2)[N+](=O)[O-])=O